N-[5-[2-(2,2-dimethylmorpholin-4-yl)pyrimidin-5-yl]-4-fluoro-2-[rac-(3R,5S)-3,4,5-trimethylpiperazin-1-yl]phenyl]-1-methyl-6-oxo-4-(trifluoromethyl)pyridine-3-carboxamide CC1(CN(CCO1)C1=NC=C(C=N1)C=1C(=CC(=C(C1)NC(=O)C1=CN(C(C=C1C(F)(F)F)=O)C)N1C[C@H](N([C@H](C1)C)C)C)F)C |r|